ethyl 5-((6-oxo-3-(2-(2,2,2-trifluoroethoxy)pyrimidin-5-yl)pyridazin-1(6H)-yl)methyl)isoxazole-3-carboxylate O=C1C=CC(=NN1CC1=CC(=NO1)C(=O)OCC)C=1C=NC(=NC1)OCC(F)(F)F